N-(4-(4-(1-(2,2-Difluorocyclopropyl)-6-oxo-1,6-dihydropyridazin-3-yl)-1H-pyrazol-1-yl)-3-(6-azaspiro[2.5]octan-6-yl)phenyl)-2-hydroxyethane-1-sulfonamide FC1(C(C1)N1N=C(C=CC1=O)C=1C=NN(C1)C1=C(C=C(C=C1)NS(=O)(=O)CCO)N1CCC2(CC2)CC1)F